(S)-1-(3-(difluoromethoxy)phenyl)-3-hydroxy-3-methyl-N-(3-methyl-1,1-dioxathiolan-3-yl)-2-oxoindoline-5-carboxamide FC(OC=1C=C(C=CC1)N1C([C@@](C2=CC(=CC=C12)C(=O)NC1(SOCC1)C)(C)O)=O)F